OC(CNC(=O)C=1C=NN2C1N=C(C=C2NC)NC=2C(N(C=CC2)C=2N=NC(=CC2)OC)=O)(C)C N-(2-hydroxy-2-methylpropyl)-5-((1-(6-methoxypyridazin-3-yl)-2-oxo-1,2-dihydropyridin-3-yl)amino)-7-(methylamino)pyrazolo[1,5-a]pyrimidine-3-carboxamide